NC1=C(C=C(C=C1)N1CCN(CC1)CCO)OC 2-[4-(4-amino-3-methoxyphenyl)-piperazin-1-yl]Ethanol